Cl.ClC1=C2C3C=CC(C2=CC=C1)N3 3-Chloro-11-azatricyclo[6.2.1.02,7]undeca-2,4,6,9-tetraene hydrochloride